5-((5-[4-(trifluoromethyl)phenyl]-1,3-oxazol-2-yl)amino)-N-hydroxy-pyridine-2-carboxamidine FC(C1=CC=C(C=C1)C1=CN=C(O1)NC=1C=CC(=NC1)C(=N)NO)(F)F